1-iodo-2-methoxybenzene-3,4,5,6-d4 IC1=C(C(=C(C(=C1[2H])[2H])[2H])[2H])OC